O1COC2=C1C=CC(=C2)C2(CC2)C(=O)NC=2C=C1CC(N(C1=CC2)CCCC(=O)O)C(C)(C)C 4-(5-(1-(Benzo[d][1,3]dioxol-5-yl)cyclopropanecarboxamido)-2-tert-butylindolin-1-yl)butanoic acid